CC(CO)CC(C)O 2-methyl-1,4-pentanediol